(S)-5-methyl-N-(1-(3-(2-(trifluoromethyl)pyridin-4-yl)-1,2,4-oxadiazol-5-yl)ethyl)isoxazole-4-carboxamide CC1=C(C=NO1)C(=O)N[C@@H](C)C1=NC(=NO1)C1=CC(=NC=C1)C(F)(F)F